4-[(2,4-Dichloro-5-methoxyphenyl)amino]-6-methoxy-7-[3-(1-methylpiperidin-4-yl)propoxy]quinoline-3-carbonitrile ClC1=C(C=C(C(=C1)Cl)OC)NC1=C(C=NC2=CC(=C(C=C12)OC)OCCCC1CCN(CC1)C)C#N